2-{1-[2-(5-methyl-3-trifluoromethyl-pyrazole-1-yl)-acetyl]-piperidin-4-yl}-thiazole-4-carboxylic acid methyl-(1,2,3,4-tetrahydro-naphthalen-1-yl)-amide CN(C(=O)C=1N=C(SC1)C1CCN(CC1)C(CN1N=C(C=C1C)C(F)(F)F)=O)C1CCCC2=CC=CC=C12